COC=1C=C2C=CN(C2=C(C1)C)C(=O)[O-] 5-methoxy-7-methyl-1H-indole-1-carboxylate